C(C)C=1C=C(C=C2C=NC(=NC12)NC1CCC(CC1)NC)C=1C=CC(=NC1OC)NS(=O)(=O)C1=C(C=CC=C1)C N-(5-(8-ethyl-2-(((1r,4r)-4-(methyl-amino)cyclohexyl)amino)quinazolin-6-yl)-6-methoxypyridin-2-yl)-2-methylbenzenesulfonamide